2-(2-chloro-4-((2-(4-(5-chloropyrimidin-2-yl)piperidin-1-yl)-5,5-dioxo-7,8-dihydro-6H-thiopyrano[3,2-d]pyrimidin-4-yl)amino)phenyl)acetic acid ClC1=C(C=CC(=C1)NC=1C2=C(N=C(N1)N1CCC(CC1)C1=NC=C(C=N1)Cl)CCCS2(=O)=O)CC(=O)O